C(C)(C)(C)OC(=O)N[C@H](C(=O)O)CC1=C(C=CC=C1)OC (S)-2-((tert-Butoxycarbonyl)amino)-3-(2-methoxyphenyl)propanoic acid